FC(C1=NC(=NO1)C=1C=C2CCC(C2=CC1)NC(=O)C1=C2N(N=C1)CCC2)F N-(5-(5-(difluoromethyl)-1,2,4-oxadiazol-3-yl)-2,3-dihydro-1H-inden-1-yl)-5,6-dihydro-4H-pyrrolo[1,2-b]pyrazole-3-carboxamide